t-butylcyclohexyl Acrylate (4-tert-butylcyclohexyl Acrylate) C(C)(C)(C)C1CCC(CC1)C(C(=O)O)=C.C(C=C)(=O)OC1(CCCCC1)C(C)(C)C